2-[[4-[4-hydroxy-1-piperidinyl]-6-[methyl-(3-pyridylmethyl)amino]-2-pyrimidinyl]amino]-4-methyl-5-thiazolecarboxylic acid ethyl ester C(C)OC(=O)C1=C(N=C(S1)NC1=NC(=CC(=N1)N1CCC(CC1)O)N(CC=1C=NC=CC1)C)C